ClC1=NC=CC(=C1)OC1CCN(CC1)C1=NC=NC2=C1SC=1N=NC(=C(C12)C)C 8-[4-[(2-chloro-4-pyridinyl)oxy]-1-piperidinyl]-3,4-dimethyl-pyrimido[4',5':4,5]thieno[2,3-c]pyridazine